chlorochromic acid [Cr](=O)(=O)(O)Cl